C(#N)C=1C(=NC(=NC1)NC1=CC=C(C=C1)S(=O)(=O)NC1COC1)N1CCCCC1 4-((5-cyano-4-(piperidin-1-yl)pyrimidin-2-yl)amino)-N-(oxetan-3-yl)benzenesulfonamide